((2r,4S,5S)-5-azido-4-hydroxytetrahydro-2H-pyran-2-yl)((S)-1-(4-fluorophenyl)-3,4-dihydroisoquinolin-2(1H)-yl)methanone N(=[N+]=[N-])[C@@H]1[C@H](C[C@@H](OC1)C(=O)N1[C@H](C2=CC=CC=C2CC1)C1=CC=C(C=C1)F)O